ClC1=NC=CC(=N1)C(C(=O)OC(C)(C)C)(C(=O)OC)CCOC 1-(tert-butyl) 3-methyl 2-(2-chloropyrimidin-4-yl)-2-(2-methoxyethyl)malonate